C(C1=CC=CC=C1)N1CC=2C(N(C=3N(C2CC1)C=CN3)CC3=CC=C(C=C3)C)=O 7-benzyl-4-(4-methylbenzyl)-6,7,8,9-tetrahydroimidazo[1,2-a]pyrido[3,4-e]pyrimidin-5(4H)-one